4-(piperidin-4-yl)-6-(pyrimidin-5-yl)-N-(3-(trifluoromethyl)phenyl)-1,3,5-triazin-2-amine N1CCC(CC1)C1=NC(=NC(=N1)C=1C=NC=NC1)NC1=CC(=CC=C1)C(F)(F)F